OC1=C(C(=O)N)C=CC(=C1)CN1C=C(C2=CC(=CC=C12)OC)CCNC(CCC)=O hydroxy-4-((3-(2-butyramidoethyl)-5-methoxy-1H-indol-1-yl)methyl)-benzamide